N(=[N+]=[N-])C1=CC=C(C(=O)NC=2SC(=CN2)[N+](=O)[O-])C=C1 4-Azido-N-(5-nitrothiazol-2-yl)benzamide